BrC=1C=C(C=C(C1I)Cl)N(C(=O)OC(C)(C)C)C(=O)OC(C)(C)C 2-methylprop-2-yl [(3-bromo-5-chloro-4-iodophenyl){[(2-methylprop-2-yl)oxy] carbonyl}amino]carboxylate